NCCC1=C(C(=C(C(=C1C(=O)N)CCN)C(=O)N)CCN)C(=O)N tris(2-aminoethyl)benzene-1,3,5-tricarboxamide